ClC1=NC=2N[C@H](C(NC2C=N1)=O)C (7S)-2-chloro-7-methyl-7,8-dihydro-5H-pteridin-6-one